NC1=CC(=C(C(=N1)C1=C(C=C2C(=NC(=NC2=C1F)OCC1N(CCC1)C)N1C(CN(CC1)C(C(=C)F)=O)C)Cl)C(F)(F)F)C 1-(4-(7-(6-amino-4-methyl-3-(trifluoromethyl)pyridin-2-yl)-6-chloro-8-fluoro-2-((1-methylpyrrolidin-2-yl)methoxy)quinazolin-4-yl)-3-methylpiperazin-1-yl)-2-fluoroprop-2-en-1-one